2,2,4-trimethyl-hexane-1,6-diol CC(CO)(CC(CCO)C)C